NC1=NC=2C=NC(=CC2C2=C1COC2)C(=O)N2[C@H](COCC2)C2=C(C=C(C=C2)OC(F)(F)F)F (4-amino-1,3-dihydrofuro[3,4-c][1,7]naphthyridin-8-yl)((3S)-3-(2-fluoro-4-(trifluoromethoxy)phenyl)-4-morpholinyl)methanone